(S)-γ-Hydroxy-glutamic acid OC(C[C@H](N)C(=O)O)C(=O)O